Cl.FC(OC1=CC=C(C=C1)NN)(F)F (4-(trifluoromethoxy)phenyl)hydrazine hydrochloride